C(C=1C(C(=O)[O-])=CC=CC1)(=O)OCC(COCCOC(C=C)=O)O acryloyloxyethoxy-2-hydroxypropyl phthalate